N[C@@H](CC(=O)O)C(=O)O aspartic acid